(M,S)-tert-Butyl 4-(7-chloro-6-fluoro-1-(2-isopropyl-4-methylpyridin-3-yl)-2-oxo-1,2-dihydropyrido[2,3-d]pyrimidin-4-yl)-3-methylpiperazine-1-carboxylate ClC=1C(=CC2=C(N(C(N=C2N2[C@H](CN(CC2)C(=O)OC(C)(C)C)C)=O)C=2C(=NC=CC2C)C(C)C)N1)F